[N+](=O)([O-])C1=CC=C(C=C1)[C] (S)-4-nitrophenylcarbon